((R)-1-(3-amino-5-(trifluoromethyl)phenyl)ethyl)-7-methoxy-2-methyl-6-(((S)-5-methyl-5-azaspiro[2.4]heptan-6-yl)methoxy)quinazolin-4-amine NC=1C=C(C=C(C1)C(F)(F)F)[C@@H](C)C1=C2C(=NC(=NC2=CC(=C1OC[C@H]1N(CC2(CC2)C1)C)OC)C)N